(R)-1-(3,3-difluoro-4-((5-(1-(2-fluoroethyl)-1H-benzo[d][1,2,3]triazol-6-yl)-4-(methoxy-d3)pyrrolo[2,1-f][1,2,4]triazin-2-yl)amino)piperidin-1-yl)ethan-1-one-2,2,2-d3 FC1(CN(CC[C@H]1NC1=NN2C(C(=N1)OC([2H])([2H])[2H])=C(C=C2)C=2C=CC1=C(N(N=N1)CCF)C2)C(C([2H])([2H])[2H])=O)F